C(C)(C)(C)N=C=NCC N-(t-butyl)-N'-ethylcarbodiimide